OC=1C(=NC=CC1OC)C(=O)N[C@H](C(=O)OC1C(CC1)C1=CC=C(C=C1)Cl)C [2-(4-chlorophenyl) cyclobutyl] (2S)-2-[(3-hydroxy-4-methoxy-pyridine-2-carbonyl) amino]propanoate